N-(3-chlorobenzylidene)pyridin-3-amine ClC=1C=C(C=NC=2C=NC=CC2)C=CC1